(6-(1,1-difluoro-5-azaspiro[2.4]heptan-5-yl)-5-fluoropyridin-3-yl)(4-(5-methyloxazolo[4,5-b]pyridin-2-yl)piperazin-1-yl)methanone FC1(CC12CN(CC2)C2=C(C=C(C=N2)C(=O)N2CCN(CC2)C=2OC=1C(=NC(=CC1)C)N2)F)F